C(C)(=O)OC1=C(OC2=CC(=CC(=C2C1=O)O)O)C1=CC=C(C=C1)O (2r,3r)-3-acetoxy-5,7,4'-trihydroxyflavone